(1R,3S)-N1-[6-(2,2,2-trifluoroethyl)thieno[2,3-d]pyrimidin-4-yl]cyclohexane-1,3-diamine hydrochloride Cl.FC(CC1=CC2=C(N=CN=C2N[C@H]2C[C@H](CCC2)N)S1)(F)F